4-(4-Amino-7-(1-isobutyrylpiperidin-4-yl)pyrrolo[2,1-f][1,2,4]triazin-5-yl)phenyl-6-methyl-5-(1-methyl-1H-pyrazol-4-yl)-2-oxo-1-phenyl-1,2-dihydropyridin NC1=NC=NN2C1=C(C=C2C2CCN(CC2)C(C(C)C)=O)C2=CC=C(C=C2)C=2C(N(C(=C(C2)C=2C=NN(C2)C)C)C2=CC=CC=C2)=O